tert-butyl (1R,4R)-5-(6-amino-5-nitropyridin-2-yl)-2,5-diazabicyclo[2.2.2]octane-2-carboxylate NC1=C(C=CC(=N1)N1[C@H]2CN([C@@H](C1)CC2)C(=O)OC(C)(C)C)[N+](=O)[O-]